C1(CC1)CN1C2=C(OCC1)C=CC(=C2)C=2N=C(NC2C2=CC(=NC=C2)C)N 4-(4-(Cyclopropylmethyl)-3,4-dihydro-2H-benzo[b][1,4]oxazin-6-yl)-5-(2-methylpyridin-4-yl)-1H-imidazol-2-amine